C1(CC1)C=1C=C(C(=NC1)N1CC=2C=NC(=CC2C1=O)C(F)(F)F)S(=O)(=O)CC 2-(5-cyclopropyl-3-ethylsulfonyl-2-pyridinyl)-6-(trifluoromethyl)-3H-pyrrolo[3,4-c]pyridin-1-one